(5-methyl-2-(2-methyl-2H-tetrazol-5-yl)phenyl)methanone CC=1C=CC(=C(C1)C=O)C=1N=NN(N1)C